O.O[C@@]1([C@H](O)[C@H](O)[C@@H](CO)O1)N1C(=O)N=C(N)C=C1 hydroxycytidine hydrate